methyl-4-[(1-methylcyclopropyl)amino]-N-[1-(1-methylcyclopropyl)ethyl]furo[2,3-d]pyrimidine-5-carboxamide CC=1N=C(C2=C(N1)OC=C2C(=O)NC(C)C2(CC2)C)NC2(CC2)C